C(=C\C=C/CCC\C=C/CC=CCC)/OC(C)=O acetic acid (E,Z,Z)-3,8,11-tetradecene-trienyl ester